O=C1NC(CCC1C=1C=C(OCC(=O)OC2=C(C=CC=C2)F)C=CC1)=O 2-fluorophenyl 2-(3-(2,6-dioxopiperidin-3-yl)phenoxy)acetate